NC1=C(C2=C(S1)CCC21CN(C1)C1=NC(=NC(=C1C#N)OCC1(CC1)C#N)S(=O)C)C#N 2-amino-1'-[5-cyano-6-[(1-cyanocyclopropyl)methoxy]-2-methylsulfinyl-pyrimidin-4-yl]spiro[5,6-dihydrocyclopenta[b]thiophene-4,3'-azetidine]-3-carbonitrile